N-((S)-1-((3R,5'S)-5'-cyano-2-oxospiro[Indoline-3,3'-pyrrolidine]-1'-yl-5-d)-4-methyl-1-oxopentan-2-yl)-4,6,7-trifluoro-N-Methyl-1H-indole-2-carboxylic acid amide C(#N)[C@@H]1C[C@@]2(CN1C([C@H](CC(C)C)N(C(=O)C=1NC3=C(C(=CC(=C3C1)F)F)F)C)=O)C(NC1=CC=C(C=C12)[2H])=O